3,5-Dibromo-1-methylpyrazin-2(1H)-one BrC=1C(N(C=C(N1)Br)C)=O